Cl.Cl.N1=CC(=CC=C1)C=1C=C(C=CC1)N1CC(C(C1)C=1SC=CC1)C(=O)N [3-(Pyridin-3-yl)phenyl]-4-(thiophen-2-yl)pyrrolidine-3-carboxamide dihydrochloride